tert-Butyl (3-cyano-7-fluoro-4-(5-fluoro-3-((3S,3'R)-3-methoxy-[1,3'-bipyrrolidin]-1'-yl)-7,9-dihydrofuro[3,4-f]quinazolin-6-yl)thieno[3,2-c]pyridin-2-yl)carbamate C(#N)C1=C(SC2=C1C(=NC=C2F)C=2C1=C(C=3C=NC(=NC3C2F)N2C[C@@H](CC2)N2C[C@H](CC2)OC)COC1)NC(OC(C)(C)C)=O